Cl.C(C)(=O)[C@]1(C[C@@H](C=2C(=C3C(C=4C=CC=CC4C(C3=C(C2C1)O)=O)=O)O)O[C@@H]1OC[C@H]([C@H](C1)O)O)N (7S,9S)-9-acetyl-9-amino-7-(((2S,4S,5R)-4,5-dihydroxytetrahydro-2H-pyran-2-yl)oxy)-6,11-dihydroxy-7,8,9,10-tetrahydrotetracene-5,12-dione hydrochloride